2,4-dichloro-phenoxyacetic acid ClC1=C(OCC(=O)O)C=CC(=C1)Cl